C(C1=CC=CC=C1)OC=1C=C(C(=O)O[C@H]2[C@@H](OC3=CC(=CC(=C3C2)OCC2=CC=CC=C2)OCC2=CC=CC=C2)C2=C(C=C(C(=C2)OCC2=CC=CC=C2)OCC2=CC=CC=C2)F)C=C(C1OCC1=CC=CC=C1)OCC1=CC=CC=C1 (2S,3R)-5,7-bis(benzyloxy)-2-(4,5-bis(benzyloxy)-2-fluorophenyl)chroman-3-yl 3,4,5-tris(benzyloxy)benzoate